CC1(NC(N(C1=O)C1=CC=C(C=C1)C(C#N)(C)C)=O)C 2-(4-(4,4-dimethyl-2,5-dioxoimidazolidin-1-yl)phenyl)-2-methylpropanenitrile